N1C(=CN=CC=C1)N [1,4]Diazepin-2-amine